COC1=C(C(=CC=C1)OC)C1=C(C=CC=C1)P (2',6'-dimethoxy-biphenyl-2-yl)-phosphane